methyl 4-aminobutyrate dihydrochloride Cl.Cl.NCCCC(=O)OC